(2R)-6,8-difluoro-2-methyl-7-nitro-2,4-dihydro-1,4-benzoxazin-3-one FC=1C(=C(C2=C(NC([C@H](O2)C)=O)C1)F)[N+](=O)[O-]